2-(2-((5-(3-(aminomethyl)phenyl)benzofuran-3-yl)methoxy)-3-carbamoylphenyl)acetic acid NCC=1C=C(C=CC1)C=1C=CC2=C(C(=CO2)COC2=C(C=CC=C2C(N)=O)CC(=O)O)C1